C(C=CC)(=O)ON1CNC2=CC=CC=C2C1 1H-quinazolin-3-yl but-2-enoate